2-[3-[tert-butyl(dimethyl)silyl]oxy-2,2-difluoro-propoxy]-3-chloro-5-[1-methyl-1-[4-[(2-methylsulfanylpyrimidin-4-yl)methoxy]phenyl]ethyl]benzonitrile [Si](C)(C)(C(C)(C)C)OCC(COC1=C(C#N)C=C(C=C1Cl)C(C)(C1=CC=C(C=C1)OCC1=NC(=NC=C1)SC)C)(F)F